antimony bismuth telluride [Bi]=[Te].[Sb]